4,4'-diisocyanato-dihydrostilbene-2,2'-disulfonic acid N(=C=O)C1=CC(C(C=C1)C=CC=1C(=CC(=CC1)N=C=O)S(=O)(=O)O)S(=O)(=O)O